Tert-butyl 3-amino-6,7-dihydropyrazolo[1,5-a]pyrazine-5(4H)-carboxylate NC=1C=NN2C1CN(CC2)C(=O)OC(C)(C)C